6-fluoroquinoline-2,4-dicarboxylic acid FC=1C=C2C(=CC(=NC2=CC1)C(=O)O)C(=O)O